4,4''-bis{(biphenyl-4-yl)-amino}-3,3''-diphenyl-1,1':4',1''-terphenyl C1(=CC=C(C=C1)NC1=C(C=C(C=C1)C1=CC=C(C=C1)C1=CC(=C(C=C1)NC1=CC=C(C=C1)C1=CC=CC=C1)C1=CC=CC=C1)C1=CC=CC=C1)C1=CC=CC=C1